2,3-dihydroxy-5,8-dibromoquinoxaline OC1=NC2=C(C=CC(=C2N=C1O)Br)Br